Cl.N1=CC(=CC=C1)C(C)N1CCC(CC1)(CCC=1SC=CC1)C1=NC=CC=C1 2-(1-(1-(pyridin-3-yl)ethyl)-4-(2-(thiophen-2-yl)ethyl)piperidin-4-yl)pyridine HCl